[3-(CINNOLIN-7-YL)-4-METHOXYPHENYL]BORONIC ACID N1=NC=CC2=CC=C(C=C12)C=1C=C(C=CC1OC)B(O)O